1-octylnonyl 6-(2-oxiranyl)hexanoate O1C(C1)CCCCCC(=O)OC(CCCCCCCC)CCCCCCCC